C1(=CC=C(C=C1)C[C@H](N)C(=O)O)C1=CC=CC=C1 3-(1,1'-biphenyl-4-yl)-alanine